5-chloro-N-((4-cyano-2-fluorophenyl)sulfonyl)-4-(cyclopentylmethoxy)-2-fluorobenzamide ClC=1C(=CC(=C(C(=O)NS(=O)(=O)C2=C(C=C(C=C2)C#N)F)C1)F)OCC1CCCC1